N-(3-(dimethylamino)propyl)-1H-pyrrolo[2,3-b]pyridine-2-carboxamide CN(CCCNC(=O)C1=CC=2C(=NC=CC2)N1)C